C(#N)C(C)(C)C1=CCN(C=C1)C1=CN=NC(=C1)C=1C=NC2=CC(=NC=C2C1)N(C)CC1=CC=C(C=C1)OC 4-(2-cyanoprop-2-yl)-N-(6-(7-((4-methoxybenzyl)(methyl)amino)-1,6-naphthyridin-3-yl)pyridazin-4-yl)pyridine